ClC=1C(=CC(=C(C1)N1C(C=CC2=CC(=CC=C12)S(=O)(=O)NC1=NOC=C1)=O)OC)C1(CC1)C(F)(F)F (P)-1-(5-chloro-2-methoxy-4-(1-(trifluoromethyl)cyclopropyl)phenyl)-N-(isoxazol-3-yl)-2-oxo-1,2-dihydroquinoline-6-sulfonamide